(3r,4r)-4-({5-fluoro-4-[4-fluoro-2-methyl-1-(propan-2-yl)-1H-benzimidazol-6-yl]pyrimidin-2-yl}amino)-1-methylpiperidin-3-ol formate C(=O)O[C@@H]1CN(CC[C@H]1NC1=NC=C(C(=N1)C=1C=C(C2=C(N(C(=N2)C)C(C)C)C1)F)F)C